(4-fluorophenyl)(methyl)((6-(5-(trifluoromethyl)-1,2,4-oxadiazol-3-yl)pyridin-3-yl)imino)-λ6-sulfanone FC1=CC=C(C=C1)S(=O)(=NC=1C=NC(=CC1)C1=NOC(=N1)C(F)(F)F)C